pregnanic acid C(C[C@H]1CC[C@H]2[C@@H]3CCC4CCCC[C@]4(C)[C@H]3CC[C@]12C)(=O)O